N[C@H](C(=O)O)CCP(=O)(C)O (2s)-2-amino-4-[hydroxy(methyl)phosphinoyl]butyric acid